7-((1-(3-Chlorobenzyl)piperidin-3-yl)methyl)-2-methyl-3-(pyridin-4-yl)pyrazolo[1,5-a]pyrimidine ClC=1C=C(CN2CC(CCC2)CC2=CC=NC=3N2N=C(C3C3=CC=NC=C3)C)C=CC1